2-[3-(4-bromophenyl)-4-methyl-2-oxobenzimidazol-1-yl]-N-(2,2,2-trifluoroethyl)acetamide BrC1=CC=C(C=C1)N1C(N(C2=C1C(=CC=C2)C)CC(=O)NCC(F)(F)F)=O